ClC=1SC(=CN1)[C@H]1CSC=2N1C(C(=C([N+]2C)[O-])C2=CC(=CC(=C2)Cl)Cl)=O (3R)-3-(2-chlorothiazol-5-yl)-6-(3,5-dichloro-phenyl)-8-methyl-5-oxo-2,3-dihydrothiazolo[3,2-a]pyrimidin-8-ium-7-olate